Rhodium chromium oxide [O-2].[Cr+3].[Rh+3].[O-2].[O-2]